methoxy-N-methyl-4-(4-phenoxyphenyl)butanamide COC(C(=O)NC)CCC1=CC=C(C=C1)OC1=CC=CC=C1